4-(4-aminophenoxy)-3-(trifluoromethyl)benzenamine NC1=CC=C(OC2=C(C=C(C=C2)N)C(F)(F)F)C=C1